C(C)N1CC2=CC(=C(C=C2CC1)OC)NC=1N=NC(=C(N1)NC1=C(C=CC=C1C(F)(F)F)F)C(=O)N ((2-Ethyl-6-methoxy-1,2,3,4-tetrahydroisoquinolin-7-yl)amino)-5-((2-fluoro-6-(trifluoromethyl)phenyl)amino)-1,2,4-triazine-6-carboxamide